2-{3-[2-(trifluoromethyl)morpholine-4-carbonyl]-2H,4H,5H,6H,7H-pyrazolo[4,3-c]pyridine-5-carbonyl}indolizine FC(C1CN(CCO1)C(=O)C=1NN=C2C1CN(CC2)C(=O)C=2C=C1C=CC=CN1C2)(F)F